N[C@H](C(=O)N[C@H](CCC(=O)OC(C)(C)C)C(=O)OCC)C(C)(C)C 5-(tert-butyl) 1-ethyl ((S)-2-amino-3,3-dimethylbutanoyl)-D-glutamate